4-hydroxyphenylpropionyl-hydrazine OC1=CC=C(C=C1)CCC(=O)NN